5-[(3R)-3-fluoropyrrolidin-1-yl]pentanoic acid F[C@H]1CN(CC1)CCCCC(=O)O